Cl.Cl.Cl.Cl.NCCNCCNCCCN 1,4,7,11-tetraazaundecane tetrahydrochloride